FC(OC[C@H]1N(C[C@H](C1)OC1=NC=C(C=C1)OC(F)(F)F)C1=CC=C(C(=O)O)C=C1)F 4-((2S,4S)-2-((difluoromethoxy)methyl)-4-((5-(trifluoromethoxy)pyridin-2-yl)oxy)pyrrolidin-1-yl)benzoic acid